ethyl 2-(4-(difluoromethoxy)phenyl)-5-methyloxazole-4-carboxylate FC(OC1=CC=C(C=C1)C=1OC(=C(N1)C(=O)OCC)C)F